F/C=C(\CN1C(C2=CC=CC=C2C1=O)=O)/CN1N=C2C(C(N(CC2)C(C)(C)CC)=O)=C1 (E)-2-(3-fluoro-2-((4-oxo-5-(tert-amyl)-4,5,6,7-tetrahydro-2H-pyrazolo[4,3-c]pyridin-2-yl)methyl)allyl)isoindoline-1,3-dione